N,N-Bis(2-hydroxyethyl)-p-toluidine 4-chloro-5-fluoro-1H-benzo[d]imidazoleBenzyl-1-(4,4,5,5-tetramethyl-1,3,2-dioxaborolan-2-yl)-3-azabicyclo[4.1.0]heptane-3-carboxylate ClC1=C(C=CC=2NC(=NC21)C2=CC=CC=C2COC(=O)N2CC1(CC1CC2)B2OC(C(O2)(C)C)(C)C)F.OCCN(C2=CC=C(C=C2)C)CCO